α-D-mannopyranose O[C@@H]1[C@@H](O)[C@@H](O)[C@H](O)[C@H](O1)CO